Cl.NC(C(=O)N1CCN(CC1)C(=O)NC1=NC(N(C=C1)C1=CC=C(C=C1)CCN1C2CC(CC1CC2)N)=O)(C)C 4-(2-Amino-2-methylpropanoyl)-N-(1-(4-(2-(endo-3-amino-8-azabicyclo[3.2.1]octan-8-yl)ethyl)phenyl)-2-oxo-1,2-dihydropyrimidin-4-yl)piperazine-1-carboxamide Hydrochloride Salt